BrC1=CC=C(C=C1)CCSC1=CC=C(C=C1)NC(CC1=CC(=C(C=C1)O)S(=O)(=O)C)=O N-(4-((4-bromophenylethyl)thio)phenyl)-2-(4-hydroxy-3-(methylsulfonyl)phenyl)acetamide